C(C=C)(=O)N1C[C@@H](N(C[C@H]1C)C1=NC(N2C3=C(C(=C(C=C13)Cl)C1=C(C=C(C=C1)F)F)OC[C@@H]2COC2CCN(CC2)C)=O)C (3S)-7-((2S,5R)-4-acryloyl-2,5-dimethylpiperazin-1-yl)-9-chloro-10-(2,4-difluorophenyl)-3-(((1-methylpiperidin-4-yl)oxy)methyl)-2H-[1,4]oxazino[2,3,4-ij]quinazolin-5(3H)-one